5-methyl-4-oxo-7-(2-fluorophenyl)-4,7-dihydro-3H-pyrrolo[2,3-d]-pyrimidine-6-carboxylic acid ethyl ester C(C)OC(=O)C1=C(C2=C(N=CNC2=O)N1C1=C(C=CC=C1)F)C